C1(=CC=CC=C1)N(C1CCN(CC1)C(=O)C=1C=NC=C(C1)C)C1=CC=CC=C1 (4-(diphenylamino)piperidin-1-yl)(5-methylpyridin-3-yl)methanone